N-(5-bromo-1,3,4-thiadiazol-2-yl)benzo[c]isoxazole-3-carboxamide BrC1=NN=C(S1)NC(=O)C1=C2C(=NO1)C=CC=C2